N1=CN=C(C=C1)C=1C=NN2C1N=C(C=C2)N2CCN(CC2)C(=O)O[C@@H]2[C@H]1[C@@H](OC2)OCC1 [(3aS,4R,6aR)-2,3,3a,4,5,6a-hexahydrofuro[2,3-b]furan-4-yl] 4-(3-pyrimidin-4-ylpyrazolo[1,5-a]pyrimidin-5-yl)piperazine-1-carboxylate